4-ethyl-dodecane 2-Ethyl-hexanoat C(C)C(C(=O)O)CCCC.C(C)C(CCC)CCCCCCCC